Cl.C(C)N(CC1=NC2=C(C=CC=C2C=N1)C)CC N-ethyl-N-((8-methyl-quinazoline-2-yl)methyl)ethylamine hydrochloride